4-isopropylpyrimidine-2-carbaldehyde C(C)(C)C1=NC(=NC=C1)C=O